(S)-ethyl 3-amino-3-(4-fluoro-3'-methoxy-2',6'-dimethyl-5-(trifluoromethyl)biphenyl-3-yl)propanoate N[C@@H](CC(=O)OCC)C=1C=C(C=C(C1F)C(F)(F)F)C1=C(C(=CC=C1C)OC)C